C(=O)(O)C(O)C(O)C(=O)O.CC1=CC=C(O1)[C@@H](CC)N (1R)-1-(5-methyl-2-furyl)propan-1-amine tartrate